2-(7-chloro-4-methyl-6-(4-morpholinophenyl)-2H-indazol-2-yl)-2-((R)-6-fluoro-6,7-dihydro-5H-pyrrolo[1,2-c]imidazol-1-yl)acetic acid ethyl ester C(C)OC(C(C1=C2N(C=N1)C[C@@H](C2)F)N2N=C1C(=C(C=C(C1=C2)C)C2=CC=C(C=C2)N2CCOCC2)Cl)=O